1-[4-(diethylethoxysilyl)phenyl]-1-phenylethene C(C)[Si](C1=CC=C(C=C1)C(=C)C1=CC=CC=C1)(OCC)CC